N-[5-[[(3S)-1-[2-oxo-2-[(2S,4S)-2-cyano-4-fluoro-pyrrolidin-1-yl]ethyl]pyrrolidin-3-yl]amino]-8-quinolyl]benzamide O=C(CN1C[C@H](CC1)NC1=C2C=CC=NC2=C(C=C1)NC(C1=CC=CC=C1)=O)N1[C@@H](C[C@@H](C1)F)C#N